C(C1=CC=CC=C1)N1[C@@H]([C@H](C1)OCC1=CC=CC=C1)CO ((2R,3S)-1-benzyl-3-(benzyloxy)azetidin-2-yl)methanol